C(#N)/C(/C(=O)NC[C@H]1OC(C(C(C1O)O)O)O)=C/C1=CC2=CC=C(C=C2C=C1)N1CCCCC1 (R,Z)-2-cyano-3-(6-(piperidin-1-yl)naphthalen-2-yl)-N-((3,4,5,6-tetrahydroxytetrahydro-2H-pyran-2-yl)methyl)acrylamide